ClC1=C(C=CC(=C1)OC1=CC=CC=C1)C(O)C1=CNC2=C1C1=C(N=C([C@](N1)(C)COC)SC)C=N2 (2-Chloro-4-phenoxyphenyl)((S)-2-(methoxymethyl)-2-methyl-3-(methylthio)-2,7-dihydro-1H-pyrrolo[3',2':5,6]pyrido[3,4-b]pyrazin-9-yl)methanol